N[C@H](C=1N=C2N(N=C(C=N2)CC2(C(NC[C@@H](C2)C(F)(F)F)=O)C(=O)OC)C1)C1CCC(CC1)C methyl (5R)-3-((6-((S)-amino((1R,4S)-4-methylcyclohexyl)methyl)imidazo[1,2-b][1,2,4]triazin-2-yl)methyl)-2-oxo-5-(trifluoromethyl)piperidine-3-carboxylate